F[C@H]1CN(CC[C@H]1NC1=CC=CN2C(=C(C=C12)C1=NSC(=N1)CNC(=O)C=1C=NNC1)SC(F)(F)F)C N-{[3-(8-{[(3S,4R)-3-fluoro-1-methylpiperidin-4-yl]amino}-3-[(trifluoromethyl)sulfanyl]indolizin-2-yl)-1,2,4-thiadiazol-5-yl]methyl}pyrazole-4-carboxamide